C(C)(C)(C)OC(N[C@@H]1CC[C@H](CC1)N(C1=CC=C(C=C1)C1=CC(N(C=C1)C)=O)C(NCC1=CC=CC=C1)=O)=O (trans-4-((benzylcarbamoyl)(4-(1-methyl-2-oxo-1,2-dihydropyridin-4-yl)phenyl)amino)cyclohexyl)carbamic acid tert-butyl ester